ureido-[1,1':3',1''-terphenyl]-5'-carboxamide N(C(=O)N)C1=C(C=CC=C1)C1=CC(=CC(=C1)C(=O)N)C1=CC=CC=C1